COC1=CC=C(C=C1)CN(C1=C(C=C(C(=N1)OC)C=O)F)CC1=CC=C(C=C1)OC 6-[bis[(4-methoxyphenyl)methyl]amino]-5-fluoro-2-methoxy-pyridine-3-carbaldehyde